2-(4-((tert-butyl-dimethylsilyl)oxy)but-1-en-2-yl)-6-(4-methoxy-3-propoxyphenyl)pyridine [Si](C)(C)(C(C)(C)C)OCCC(=C)C1=NC(=CC=C1)C1=CC(=C(C=C1)OC)OCCC